benzyl 3-benzyl-2,9-dimethyl-4H-thieno[3,2-f][1,2,4]triazolo[4,3-a][1,4]diazepine-5(6H)-carboxylate C(C1=CC=CC=C1)C1=C(SC2=C1CN(CC=1N2C(=NN1)C)C(=O)OCC1=CC=CC=C1)C